C(C)(=O)O.C(=C)Cl vinyl chloride acetate